(3R)-3-fluoro-N-[4-fluoro-2-methyl-3-({4-oxo-3-[4-(piperazin-1-yl)phenyl]quinazolin-6-yl}oxy)phenyl]pyrrolidine-1-sulfonamide hydrochloride Cl.F[C@H]1CN(CC1)S(=O)(=O)NC1=C(C(=C(C=C1)F)OC=1C=C2C(N(C=NC2=CC1)C1=CC=C(C=C1)N1CCNCC1)=O)C